NC([C@H](C[C@H]1C(NCC1)=O)NC(=O)[C@@H]1[C@H]2C([C@H]2CN1C(CN1CCCCC1)=O)(C)C)=O (1R,2S,5S)-N-((S)-1-amino-1-oxo-3-((S)-2-oxopyrrolidin-3-yl)propan-2-yl)-6,6-dimethyl-3-(2-(piperidin-1-yl)acetyl)-3-azabicyclo[3.1.0]hexane-2-carboxamide